C(C)(C)C=1C(=NNC1C=1C=C(C=2N(C1)N=CN2)OC)C=2SC(=C(N2)C(F)(F)F)C2CCN(CC2)CCOC 2-(4-isopropyl-5-(8-methoxy-[1,2,4]triazolo[1,5-a]pyridin-6-yl)-1H-pyrazol-3-yl)-5-(1-(2-methoxyethyl)piperidin-4-yl)-4-(trifluoromethyl)thiazole